2-((S)-1-Acryloyl-4-((R)-7-(3,4-dihydroquinolin-1(2H)-yl)-2-((3R,4S)-3-methoxy-4-(methylamino)pyrrolidin-1-yl)-5,6,7,8-tetrahydroquinazolin-4-yl)piperazin-2-yl)acetonitrile C(C=C)(=O)N1[C@H](CN(CC1)C1=NC(=NC=2C[C@@H](CCC12)N1CCCC2=CC=CC=C12)N1C[C@H]([C@H](C1)NC)OC)CC#N